FC1(CCN(CC1)C1=NC(=NC(=C1)C)NC(=O)C1=C(C=C(C=C1)S(=O)(=O)Cl)N1CCC2(CC2)CC1)F 4-((4-(4,4-difluoropiperidin-1-yl)-6-methylpyrimidin-2-yl)carbamoyl)-3-(6-azaspiro[2.5]octan-6-yl)benzenesulfonyl chloride